S(=O)(CCC(=O)NCCN1C(C=CC1=O)=O)CCC(=O)NCCN1C(C=CC1=O)=O 3,3'-Sulfinylbis(N-(2-(2,5-dioxo-2,5-dihydro-1H-pyrrol-1-yl)ethyl)propanamide)